N'-(3-diphenylphosphorylcarbonyl-2,4,6-trimethyl-phenyl)-N-[2-(ethylamino)ethyl]Oxamide C1(=CC=CC=C1)P(=O)(C1=CC=CC=C1)C(=O)C=1C(=C(C(=CC1C)C)NC(C(NCCNCC)=O)=O)C